5-(1-methylcyclopropoxy)-1-tetrahydropyran-2-yl-3-(4,4,5,5-tetramethyl-1,3,2-dioxaborolan-2-yl)indazole CC1(CC1)OC=1C=C2C(=NN(C2=CC1)C1OCCCC1)B1OC(C(O1)(C)C)(C)C